2,3-dihydroxybutane OC(C)C(C)O